1-[2-(amino)ethyl]-2,4-dibromo-5-methylbenzene NCCC1=C(C=C(C(=C1)C)Br)Br